(4-((S)-amino(4,5-dichloro-2-hydroxyphenyl)methyl)piperidin-1-yl)((R)-pyrrolidin-3-yl)methanone N[C@@H](C1CCN(CC1)C(=O)[C@H]1CNCC1)C1=C(C=C(C(=C1)Cl)Cl)O